6-(aminomethyl)-N-methylpyridin-2-amine NCC1=CC=CC(=N1)NC